N1N=NC(=C1)C(=O)OC methyl triazolate